ClC=1C=C2C(=NC(N3C2=C(C1C1=C(C=C(C=C1)F)F)SCC3)=O)N3[C@@H]1[C@H](NCC3)CN(C1)S(=O)(=O)C 9-chloro-10-(2,4-difluorophenyl)-7-(6-(methylsulfonyl)-cis-octahydro-1H-pyrrolo[3,4-b]pyrazin-1-yl)-2,3-dihydro-5H-[1,4]thiazino[2,3,4-ij]quinazolin-5-one